OC[C@H](C[C@H]1C(NCC1)=O)NC([C@H](CCCC)NC(O)=O)=O ((S)-1-(((S)-1-hydroxy-3-((S)-2-oxopyrrolidin-3-yl)propan-2-yl)amino)-1-oxohexan-2-yl)carbamic acid